C(C)OC(C(CC(C)C)OS(=O)(=O)C)=O.NCC(=O)C1=CC=C(C=C1)Cl 2-amino-1-(4-chlorophenyl)ethane-1-one ethyl-2-(methylsulfonyloxy)-4-methylpentanoate